6-chloro-3-isopropyl-N-(4-methoxypyridin-3-yl)-[1,2,4]triazolo[4,3-b]pyridazin-8-amine ClC=1C=C(C=2N(N1)C(=NN2)C(C)C)NC=2C=NC=CC2OC